C(C=C)(=O)C(C)O[Si](OCC)(OCC)CC acryloyl-ethyl-triethoxysilane